3-[3-({[3-(methoxymethyl)-1-methyl-1H-pyrazol-5-yl]carbonyl}amino)-1H-pyrazol-5-yl]cyclopentyl propan-2-ylcarbamate CC(C)NC(OC1CC(CC1)C1=CC(=NN1)NC(=O)C1=CC(=NN1C)COC)=O